Cl.ClC1CN(CCC1=O)C 3-chloro-1-methyl-4-piperidone hydrochloride